7-(4,4,5,5-tetramethyl-1,3,2-dioxaborolan-2-yl)-2,4-dihydro-1H-isoquinolin-3-one CC1(OB(OC1(C)C)C1=CC=C2CC(NCC2=C1)=O)C